1-acetyl-4,6-dibromo-5-hydroxy-1H-indol-3-yl 2,3,4-tri-O-acetyl-beta-D-glucopyranoside C(C)(=O)O[C@H]1[C@H](OC2=CN(C3=CC(=C(C(=C23)Br)O)Br)C(C)=O)O[C@@H]([C@H]([C@@H]1OC(C)=O)OC(C)=O)CO